C(C1=CC=CC=C1)N1CCOC=2C1=C(C(=C(C2)Cl)F)C(=O)OC methyl 4-benzyl-7-chloro-6-fluoro-2,3-dihydro-1,4-benzoxazine-5-carboxylate